ethoxyl-dimethyl-silane O(CC)[SiH](C)C